C(CCCCCCCCCCC)[SiH2][SiH2][SiH3] dodecyl-trisilane